1-(4-((4-((3R,4R)-4-(3,4-dihydroisoquinolin-2(1H)-yl)-3-hydroxypiperidine-1-carbonyl)-3-fluoropyridin-2-yl)amino)-3,3-difluoropiperidin-1-yl)ethan-1-one C1N(CCC2=CC=CC=C12)[C@H]1[C@@H](CN(CC1)C(=O)C1=C(C(=NC=C1)NC1C(CN(CC1)C(C)=O)(F)F)F)O